(S)-2-(((tert-butyldimethylsilyl)oxy)methyl)-8-nitro-1,2,3,4-tetrahydroquinoxaline-6-sulfonamide [Si](C)(C)(C(C)(C)C)OC[C@H]1NC2=C(C=C(C=C2NC1)S(=O)(=O)N)[N+](=O)[O-]